C(=O)O.C1NCC12CN(CC2)C=O (2,6-diazaspiro[3.4]oct-6-yl)methanone formate salt